OC1=CC=C(C=C1)C(C(=O)NCl)=O 2-(p-hydroxyphenyl)glyoxylhydroxamic acid chloride